2,2'-(4-chloropyrene-1,8-diyl)bis(9-phenyl-9H-carbazole) ClC=1C2=CC=C(C3=CC=C4C(=CC=C(C1)C4=C32)C3=CC=2N(C4=CC=CC=C4C2C=C3)C3=CC=CC=C3)C3=CC=2N(C4=CC=CC=C4C2C=C3)C3=CC=CC=C3